tri-ethyl-n-butoxide C(C)C(CCC[O-])(CC)CC